[Br-].[U+3].[Br-].[Br-] uranium(III) bromide